OC1=CC=C(C=C1)C(C)(C)C1=CC=C(OC)C=C1 (4-[4-hydroxyphenyl-isopropyl]phenoxy)methane